CC(CC(=O)[O-])CC 3-methylvalerate